ClC1=C(C=C(C=C1)Cl)C1=CC(=NN1)C(=O)NCC=1C=C2CN(C(C2=CC1)=O)C1C(NC(CC1)=O)=O 5-(2,5-dichlorophenyl)-N-((2-(2,6-dioxopiperidin-3-yl)-1-oxoisoindolin-5-yl)methyl)-1H-pyrazole-3-carboxamide